FC1=C(CC2(CCC2)CNC(=O)C2=CN=CNC2=O)C=CC(=C1)F N-((1-(2,4-difluorobenzyl)cyclobutyl)methyl)-6-oxo-1,6-dihydropyrimidine-5-carboxamide